N-[4-[2-amino-4-(3,5-dimethylphenyl)-1,3-thiazol-5-yl]-2-pyridinyl]benzylamine dihydrochloride Cl.Cl.NC=1SC(=C(N1)C1=CC(=CC(=C1)C)C)C1=CC(=NC=C1)NCC1=CC=CC=C1